2-(5H-imidazo[5,1-a]isoindol-5-yl)-1-methylcyclobutan-1-ol C=1N=CN2C1C1=CC=CC=C1C2C2C(CC2)(O)C